octanedioic acid diimine C(CCCCCCC(O)=N)(O)=N